FC(C(=O)O)(F)F.ClC=1C=CC(=C(C1)C1=CC(=C(N=N1)N1C(CC1)C(=O)OC(C)C)C(=O)O)F 6-(5-chloro-2-fluorophenyl)-3-{2-[(propan-2-yloxy)carbonyl]azetidin-1-yl}pyridazine-4-carboxylic acid trifluoroacetate salt